BrC=1C(=CC(=NC1)C(CC=C)O)C 1-(5-bromo-4-methylpyridin-2-yl)but-3-en-1-ol